5-acetyl-3-chloro-2-ethyl-7-methylisoquinolin-1(2H)-one C(C)(=O)C1=C2C=C(N(C(C2=CC(=C1)C)=O)CC)Cl